(RS)-alpha-ethyl-2-oxo-1-pyrrolidineacetic acid C(C)[C@H](C(=O)O)N1C(CCC1)=O |r|